ClC1=CC(=C(\C=C/2\ON(OS2)CCCCCCC(=O)NO)C=C1)OC (Z)-7-(5-(4-chloro-2-methoxybenzylidene)-2,4-dioxathiazolidine-3-yl)-N-hydroxyheptanamide